1,5-dimethyl-6-thioxo-[1,3,5]triazinane-2,4-dione CN1C(NC(N(C1=S)C)=O)=O